SCCN1CCN(CCN(CC1)CCS)CCS tris(2-mercaptoethyl)-1,4,7-triazacyclononane